(R)-N-(1-(2-bromo-4-fluorophenyl)-2-cyclopropylethyl)-4-(trifluoromethoxy)benzenesulfonamide BrC1=C(C=CC(=C1)F)[C@@H](CC1CC1)NS(=O)(=O)C1=CC=C(C=C1)OC(F)(F)F